NC1=NC=CC(=C1)C[C@@H]1[C@H](N(C1=O)C(=O)N[C@H](CC)C=1C(=NC(=CC1)C)C)C(=O)N(C)C=1N(C=CN1)C (2S,3R)-3-((2-aminopyridin-4-yl)methyl)-N2-(1-methyl-1H-imidazol-2-yl)-N1-((R)-1-(2,6-dimethylpyridin-3-yl)propyl)-N2-methyl-4-oxoazetidine-1,2-dicarboxamide